O=C1NC(CCC1N1C(C2=CC=CC(=C2C1=O)OCCOCCOCCOCC=O)=O)=O 2-(2-(2-(2-((2-(2,6-dioxopiperidin-3-yl)-1,3-dioxoisoindolin-4-yl)oxy)ethoxy)ethoxy)ethoxy)acetaldehyde